tert-Butyl 3-(2-(N-(3-chloro-4-(trifluoromethoxy)benzyl)-2,2,2-trifluoroacetamido)ethyl)pyrrolidine-1-carboxylate ClC=1C=C(CN(C(C(F)(F)F)=O)CCC2CN(CC2)C(=O)OC(C)(C)C)C=CC1OC(F)(F)F